ClC1=C(C=CC=C1OC)C1=CN=C(O1)CSC1=NC(=CC(=N1)N)C 2-({[5-(2-Chloro-3-methoxyphenyl)-1,3-oxazol-2-yl]methyl}sulfanyl)-6-methylpyrimidin-4-amin